CN1CCC(CC1)CC1=C(C(=O)N)C=CC=C1 ((1-methylpiperidine-4-yl)methyl)benzamide